C1(CC1)S(=O)(=O)N1N=CC(=C1)C1=NC=CC(=N1)NC1=NC=C(C(=C1)N1CCN(CC1)C)C#CC=1C=NN(C1)C (1-(cyclopropylsulfonyl)-1H-pyrazol-4-yl)-N-(5-((1-methyl-1H-pyrazol-4-yl)ethynyl)-4-(4-methylpiperazin-1-yl)pyridin-2-yl)pyrimidin-4-amine